C(C=CC)=C1C(=CC(CC1(C)C)=O)C 4-(But-2-en-1-ylidene)-3,5,5-trimethylcyclohex-2-enone